C1(C=C[C@@H]2[C@H]3C=C[C@@H]([C@H]12)C3)=O (3aR,4R,7S,7aS)-3a,4,7,7a-tetrahydro-1H-4,7-methanoinden-1-one